Cl.OCNC (hydroxymethyl)aminomethane hydrochloride